(S)-6-fluorochromane-2-carboxylic acid FC=1C=C2CC[C@H](OC2=CC1)C(=O)O